7-{7-bromo-6-chloro-2-[(1-ethylpiperidin-4-yl)oxy]-8-(2,2,2-trifluoroethoxy)quinazolin-4-yl}-2,7-diazaspiro[3.5]nonane-2-carboxylic acid tert-butyl ester C(C)(C)(C)OC(=O)N1CC2(C1)CCN(CC2)C2=NC(=NC1=C(C(=C(C=C21)Cl)Br)OCC(F)(F)F)OC2CCN(CC2)CC